N-((1R)-3-cyano-3-azabicyclo[3.2.0]heptan-1-yl)-5-(4-(4-fluorophenoxy)pyridin-3-yl)thiazole-2-carboxamide C(#N)N1C[C@]2(CCC2C1)NC(=O)C=1SC(=CN1)C=1C=NC=CC1OC1=CC=C(C=C1)F